C12OCCC2OCC1 2,6-dioxabicyclo[3.3.0]octane